(1s,3s)-[3-(4-bromo-5-methyl-triazol-1-yl) cyclobutyl] trifluoromethanesulfonate FC(S(=O)(=O)OC1CC(C1)N1N=NC(=C1C)Br)(F)F